[I-].C[N+](CCS(NC(CCCCCCC\C=C/CCCCCCCC)=O)(=O)=O)(C)C N,N,N-Trimethyl-2-(N-oleoylsulfamoyl)ethan-1-aminium Iodide